C1(CC1)C1=CC=C(C=C1)C=1N(C2=CC=C(C=C2C1)F)S(=O)(=O)C1=CC=C(C)C=C1 2-(4-cyclopropylphenyl)-5-fluoro-1-(p-toluenesulfonyl)indole